5-amino-2-(4-chlorophenyl)-2-methyl-4-hydroxy-3(2H)-furanone NC1=C(C(C(O1)(C)C1=CC=C(C=C1)Cl)=O)O